OC(C)C1=CC(=CN2C1=NC(=CC2=O)C=2C=C1C=C(NC1=CC2)C)C 9-(1-hydroxyethyl)-7-methyl-2-(2-methylindol-5-yl)pyrido[1,2-a]pyrimidin-4-one